acrylic acid calcium [Ca].C(C=C)(=O)O